C(=O)O.NCC(=O)NCCNC(C1=C(C=C(C=C1)NC=1C=2N(C=CN1)C(=CN2)C=2C(=NNC2)C(F)(F)F)CC)=O N-(2-(2-aminoacetamido)ethyl)-2-ethyl-4-((3-(3-(trifluoromethyl)-1H-pyrazol-4-yl)imidazo[1,2-a]pyrazin-8-yl)amino)benzamide formate